N-((2-(6-((cis)-2,6-dimethylmorpholino)pyridin-2-yl)-1,6-naphthyridin-7-yl)methyl)-1-(2-hydroxyethyl)-6-oxo-1,6-dihydropyridine-3-carboxamide C[C@@H]1O[C@@H](CN(C1)C1=CC=CC(=N1)C1=NC2=CC(=NC=C2C=C1)CNC(=O)C1=CN(C(C=C1)=O)CCO)C